methyl 3-amino-2-(naphthalen-2-yloxy)-3-phenylacrylate NC(=C(C(=O)OC)OC1=CC2=CC=CC=C2C=C1)C1=CC=CC=C1